Cl.NC1=NC(=CC=C1N)N 2,3,6-triaminopyridine hydrochloride